C(CCC)C=1C=C2C(=CC(=NC2=CC1)N(CC(C(=O)O)C)C)C=1C=NC=CC1 3-{[6-butyl-4-(pyridin-3-yl)quinolin-2-yl](methyl)amino}-2-methylpropanoic acid